C1(=CC=CC=C1)NC1=CC=CC=C1.[K] potassium diphenylamine